FC(C=1OC(=NN1)C1=C(C=C(C=C1)CN1N=C(N=N1)C=1C=C2C=CN=CC2=CC1)F)F 2-(difluoromethyl)-5-[2-fluoro-4-[(5-isoquinolin-6-yl-tetrazol-2-yl)methyl]phenyl]-1,3,4-oxadiazole